6-(4-Fluorophenyl)-N-((6-methylpyridin-3-yl)methyl)pteridin-4-amine FC1=CC=C(C=C1)C=1N=C2C(=NC=NC2=NC1)NCC=1C=NC(=CC1)C